(S)-1-chloro-3-(2,6-dichloro-4-((4-((S)-2-hydroxy-3-(ethylsulfonyl)propoxy)phenyl)sulfonyl)phenoxy)propan-2-ol ClC[C@H](COC1=C(C=C(C=C1Cl)S(=O)(=O)C1=CC=C(C=C1)OC[C@@H](CS(=O)(=O)CC)O)Cl)O